tributyl-(1-methylimidazol-2-yl)stannane C(CCC)[Sn](C=1N(C=CN1)C)(CCCC)CCCC